FC1=C(C(=O)C2=C(C=CC=C2)C(C2=C(C=CC=C2)F)=O)C=CC=C1 bis(fluorobenzoyl)benzene